(1r,5s,6s)-N-[6-(2-chloro-5-fluoro-phenyl)pyridazin-3-yl]-3-[(4-fluorophenyl)methyl]-3-azabicyclo[3.1.0]hexane-6-amine ClC1=C(C=C(C=C1)F)C1=CC=C(N=N1)NC1[C@@H]2CN(C[C@H]12)CC1=CC=C(C=C1)F